ethyl 1-(cyanomethyl)-5-(tetrahydro-2H-pyran-4-yl)-1H-indole-2-carboxylate C(#N)CN1C(=CC2=CC(=CC=C12)C1CCOCC1)C(=O)OCC